C1(=CC=C(C=C1)C1=NN(C2=CC(=CC=C12)COC1=CC=C(C=C1)C(CC(=O)O)C)C1CCCC1)C1=CC=CC=C1 3-(4-((3-([1,1'-biphenyl]-4-yl)-1-cyclopentyl-1H-indazol-6-yl)methoxy)phenyl)butanoic acid